The molecule is a pyranoindolizinoquinoline used as an antineoplastic agent. It is a derivative of camptothecin and works by binding to the topoisomerase I-DNA complex and preventing religation of these 328 single strand breaks. It has a role as an EC 5.99.1.2 (DNA topoisomerase) inhibitor and an antineoplastic agent. CC[C@@]1(C2=C(COC1=O)C(=O)N3CC4=CC5=C(C=CC(=C5CN(C)C)O)N=C4C3=C2)O